CN1[C@@H](CCC1)COC1=NC2C=C(C=CC2C=C1CC#N)C1=CN=CC=2CCCCC12 (((S)-1-methylpyrrolidin-2-yl)methoxy)-7-(5,6,7,8-tetrahydroisoquinolin-4-yl)-4a,8a-dihydroquinoline-3-acetonitrile